C(#N)C(C)(C)C(C[SH-]C([S-])=S)CCCCCCCCCC 2-(2-cyano-2-propyl)-S-dodecyltrithiocarbonate